arachidonic acid-d21 C(C(C(C(\C(=C(/C(\C(=C(/C(\C(=C(/C(\C(=C(/C(CCCC)[2H])\[2H])\[2H])([2H])[2H])\[2H])\[2H])([2H])[2H])\[2H])\[2H])([2H])[2H])\[2H])\[2H])([2H])[2H])([2H])[2H])([2H])[2H])(=O)O